(2'S)-(((2,2'-dimethyl-[1,1'-biphenyl]-3,3'-diyl)bis(6-(difluoromethoxy)benzo[d]oxazol-2,5-diyl))bis(methylene))bis-L-proline CC1=C(C=CC=C1C=1OC2=C(N1)C=C(C(=C2)OC(F)F)CN2[C@@H](CCC2)C(=O)O)C2=C(C(=CC=C2)C=2OC1=C(N2)C=C(C(=C1)OC(F)F)CN1[C@@H](CCC1)C(=O)O)C